C(C)(C)(C)OC(=O)N1C[C@@H]2COC=3C(=C(C4=CN(N=C4C3CN2CC1)C)C1=C(C=CC=C1O)F)Cl (7aR)-5-chloro-4-(2-fluoro-6-hydroxyphenyl)-2-methyl-2,7a,8,10,11,13-hexahydropyrazino[2',1':3,4][1,4]oxazepino[7,6-g]indazole-9(7H)-carboxylic acid tert-butyl ester